C12(CC3CC(CC(C1)C3)C2)CC2=NOC(=N2)[C@H](CC=2N=CN(C2)C(=O)OC(C)(C)C)NC(=O)OC(C)(C)C tert-butyl 4-((S)-2-(3-(adamantan-1-yl) methyl-1,2,4-oxadiazol-5-yl)-2-((tert-butoxycarbonyl) amino) ethyl)-1H-imidazole-1-carboxylate